FC=1C=C(C=CC1)C=1C(=NN(C1C(=O)N(C)CCOC)C=1SC(=C(N1)C1=CC=C(C=C1)C(F)(F)F)SC(C)C)C 4-(3-fluorophenyl)-1-(5-(isopropylthio)-4-(4-(trifluoromethyl)phenyl)thiazol-2-yl)-N-(2-methoxyethyl)-N,3-dimethyl-1H-pyrazole-5-carboxamide